4-(cyclohexylamino)-2-((4-(3,5-dimethylisoxazol-4-yl)-2-methoxyphenyl)amino)-7H-pyrrolo[2,3-d]pyrimidine-5-carbonitrile C1(CCCCC1)NC=1C2=C(N=C(N1)NC1=C(C=C(C=C1)C=1C(=NOC1C)C)OC)NC=C2C#N